N(C1=CC=CC=C1)C1=NN2C(CN(CC2)C(=O)OC(C)(C)C)=C1C1=CC=NC=C1 tert-butyl 2-anilino-3-(pyridin-4-yl)-6,7-dihydropyrazolo[1,5-a]pyrazine-5(4H)-carboxylate